F[C@H]1CN(CC[C@H]1NC(=O)C1=CC(=CC=2N(C=NC21)CC(F)(F)F)C#CCNC=2C(OC)=CC=C(C2)S(=O)(=O)C)C N-[(3S,4R)-3-fluoro-1-methyl-4-piperidyl]-6-[3-(4-mesyl-2-anisidino)-1-propynyl]-1-(2,2,2-trifluoroethyl)-1H-benzo[d]imidazole-4-carboxamide